5,5'-Dithiobis-(2-nitrobenzoic acid) [N+](=O)([O-])C1=C(C(=O)O)C=C(C=C1)SSC=1C=CC(=C(C(=O)O)C1)[N+](=O)[O-]